C(C)(C)(C)OC(NCCCCOC1=CC(=NC2=C(N=CC=C12)C1=CC=NN1)N1[C@@H](COCC1)C)=O [4-({2-[(3R)-3-methylmorpholin-4-yl]-8-(1H-pyrazol-5-yl)-1,7-naphthyridin-4-yl}oxy)butyl]carbamic acid tert-butyl ester